4-Bromobutyltriethoxysilane BrCCCC[Si](OCC)(OCC)OCC